6-(1-Hydroxy-1-methylethyl)-cyclohex-2-en OC(C)(C)C1CCC=CC1